C1(CC1)CN(C(=O)C=1N=C(NC1)[C@H]1N(C[C@@H](C1)O)C(=O)[C@H](C(C)(C)C)NC(COCC(=O)O)=O)CCCCC1=CC=CC=C1 2-[2-[[(1S)-1-[(2S,4R)-2-[4-[cyclopropylmethyl-(4-phenylbutyl)carbamoyl]-1H-imidazol-2-yl]-4-hydroxy-pyrrolidine-1-carbonyl]-2,2-dimethyl-propyl]amino]-2-oxo-ethoxy]acetic acid